[K].[N+](=O)([O-])C=1C=C2C(C(=O)N(C2=O)O)=CC1 4-nitro-N-hydroxyphthalimide potassium salt